(R)-4-((5-([1,3'-bipyrrolidine]-1'-carbonyl)pyridin-2-yl)amino)-1-(2,6-dichlorophenyl)-1H-pyrazole-3-carboxamide N1(CCCC1)[C@H]1CN(CC1)C(=O)C=1C=CC(=NC1)NC=1C(=NN(C1)C1=C(C=CC=C1Cl)Cl)C(=O)N